O=C1NC(CCC1N1C(C2=C(C=CC(=C2C1=O)F)F)=O)=O 2-(2,6-dioxopiperidin-3-yl)-4,7-difluoro-1,3-dioxoisoindoline